2-(3,5-difluoro-4-((1R,3R)-2-(2-fluoro-2-methylpropyl)-3-methyl-2,3,4,9-tetrahydro-1H-pyrido[3,4-b]indol-1-yl)phenoxy)ethan-1-amine FC=1C=C(OCCN)C=C(C1[C@H]1N([C@@H](CC2=C1NC1=CC=CC=C21)C)CC(C)(C)F)F